3-{2-[(6-methoxy-1,2,3,4-tetrahydroisoquinolin-7-yl)amino]quinazolin-7-yl}benzonitrile COC=1C=C2CCNCC2=CC1NC1=NC2=CC(=CC=C2C=N1)C=1C=C(C#N)C=CC1